The molecule is an organic cation that is the conjugate acid of novamethymycin, obtained by protonation of the tertiary amino group; major species at pH 7.3. It is an ammonium ion derivative and an organic cation. It is a conjugate acid of a novamethymycin. C[C@H]1C[C@H](C(=O)/C=C/[C@]([C@H](OC(=O)[C@@H]([C@H]1O[C@H]2[C@@H]([C@H](C[C@H](O2)C)[NH+](C)C)O)C)[C@@H](C)O)(C)O)C